NC=1C2=C(N=CN1)N(C(=C2C2=CC=C(C=C2)OC2CC2)C2=CCC1(CCN(CC1)C(C=C)=O)CC2)C 1-(9-(4-amino-5-(4-cyclopropoxyphenyl)-7-methyl-7H-pyrrolo[2,3-d]pyrimidin-6-yl)-3-azaspiro[5.5]undec-8-en-3-yl)prop-2-en-1-one